5-(2-chloro-3-(trifluoromethyl)phenyl)-3-((2-methoxyethyl)amino)-4H-benzo[e][1,2,4]thiadiazine 1,1-dioxide ClC1=C(C=CC=C1C(F)(F)F)C1=CC=CC2=C1NC(=NS2(=O)=O)NCCOC